6-Chloro-1-methyl-8-(4-trifluoromethoxy-phenyl)-9H-pyrido[3,4-b]indole ClC=1C=C2C3=C(NC2=C(C1)C1=CC=C(C=C1)OC(F)(F)F)C(=NC=C3)C